2-(4-morpholinyl)-4H-naphtho[1,2-b]pyran-4-one N1(CCOCC1)C1=CC(C2=C(O1)C1=CC=CC=C1C=C2)=O